NC1=C(C(=NC=N1)C=1CCN(CC1)C(C(=C)C)=O)C1=CC(=C(C=C1)OC1=NC=CC(=N1)C)F 1-(4-(6-amino-5-(3-fluoro-4-((4-methylpyrimidin-2-yl)oxy)phenyl)pyrimidin-4-yl)-3,6-Dihydropyridin-1(2H)-yl)-2-methylprop-2-en-1-one